N-((2-(2-ethoxypyridin-4-yl)thiazol-5-yl)methyl)-1-methyl-3-(trifluoromethyl)-1H-pyrazole-5-carboxamide C(C)OC1=NC=CC(=C1)C=1SC(=CN1)CNC(=O)C1=CC(=NN1C)C(F)(F)F